COC1(CCN(CC1)C1=C(C(=O)Cl)C=CC(=C1)I)C 2-(4-methoxy-4-methylpiperidin-1-yl)-4-iodobenzoyl chloride